3,4-bis(2-hydroxyethoxy)thioxanthen-9-one OCCOC=1C=CC=2C(C3=CC=CC=C3SC2C1OCCO)=O